OC=1C=CC(=NC1)N1C(N(C(C1)=O)C)=O 1-(5-hydroxypyridin-2-yl)-3-methylimidazole-2,4-dione